methyl (2S)-2-(((2-(3-chlorophenyl)-2,2-difluoro-1-phenylethoxy) carbonyl)amino)hexanoate ClC=1C=C(C=CC1)C(C(OC(=O)N[C@H](C(=O)OC)CCCC)C1=CC=CC=C1)(F)F